S-(((3-(trimethylsilyl) prop-2-yn-1-yl) oxy) methyl) 4-methylthiobenzenesulfonate CC1=CC=C(C=C1)S(=O)(=O)SCOCC#C[Si](C)(C)C